N-(5-fluoro-6-(4-(4-methyl-3-oxopiperazin-1-yl)-1H-imidazol-1-yl)pyridin-3-yl)-2-(6-(trifluoromethyl)pyridin-2-yl)acetamide FC=1C=C(C=NC1N1C=NC(=C1)N1CC(N(CC1)C)=O)NC(CC1=NC(=CC=C1)C(F)(F)F)=O